4-fluoro-2-nitro-5-(trifluoromethyl)benzoic acid methyl ester COC(C1=C(C=C(C(=C1)C(F)(F)F)F)[N+](=O)[O-])=O